(R)-N-(1-cyanopyrrolidin-3-yl)-7-(1-methyl-1H-pyrazol-4-yl)imidazo[1,2-a]pyridine-3-carboxamide C(#N)N1C[C@@H](CC1)NC(=O)C1=CN=C2N1C=CC(=C2)C=2C=NN(C2)C